FC1=C(N)C=C(C(=C1C)C(F)(F)F)C=1C(=C2N=CN=C3C2=C(O[C@H]([C@@H]2[C@@H]4CC[C@H](CN32)N4)C)N1)F 2-Fluoro-5-((5S,5aS,6S,9R)-1-fluoro-5-methyl-5a,6,7,8,9,10-hexahydro-5H-4-oxa-3,10a,11,13,14-pentaaza-6,9-methanonaphtho[1,8-ab]heptalen-2-yl)-3-methyl-4-(trifluoromethyl)aniline